C(C=O)(C)C tertiary butanone